FC(C(=O)N1CCC(CC1)COC=1C(C=C(OC1)CN1CC2=CC=C(C=C2C1)F)=O)(C)F 5-((1-(2,2-difluoropropionyl)piperidin-4-yl)methoxy)-2-((5-fluoroisoindolin-2-yl)methyl)-4H-pyran-4-one